stearic diethylaminopropylamide C(C)N(CC)CCCNC(CCCCCCCCCCCCCCCCC)=O